(7-((5-Chloro-3-methoxypyridin-2-yl)oxy)-2-azaspiro[3.5]nonan-2-yl)((1s,3s)-3-hydroxy-3-methylcyclobutyl)methanone ClC=1C=C(C(=NC1)OC1CCC2(CN(C2)C(=O)C2CC(C2)(C)O)CC1)OC